C(CCCCCCC)(=O)O[C@@H]1[C@](O[C@H](C1)N1C=CC2=C1N=C(N=C2N)Cl)(CO)C#C (2R,3S,5R)-5-(4-amino-2-chloro-7H-pyrrolo[2,3-d]pyrimidin-7-yl)-2-ethynyl-2-(hydroxymethyl)tetrahydrofuran-3-yl octanoate